C(C)(C)(C)OC(CCCCOC=1C=C2C(N(C(C2=CC1)=O)C1C(NC(CC1)=O)=O)=O)=O tert-butyl-5-((2-(2,6-dioxopiperidin-3-yl)-1,3-dioxoisoindolin-5-yl)oxy)pentanoate